C(CCC)C1CS(C2=C(N(C1)C1=CC=CC=C1)C=C(C(=C2)OC=CC(=O)O)SC)(=O)=O 3-((3-butyl-7-(methylthio)-1,1-dioxido-5-phenyl-2,3,4,5-tetrahydro-1,5-benzothiazepin-8-yl)oxy)acrylic acid